[OH-].[Na+].P(=O)(O)(O)[O-].[Na+] sodium dihydrogen phosphate Sodium hydroxide